diethylene glycol mono(2-propyn-1-yl) ether C(C#C)OCCOCCO